7-(9-(6-amino-4-methyl-3-(trifluoromethyl)pyridin-2-yl)-8-chloro-5,6-dihydro-4H-[1,4]oxazepino[5,6,7-de]quinazolin-4-yl)-6,7-dihydro-5H-cyclopenta[c]pyridin-4-amine NC1=CC(=C(C(=N1)C=1C(=C2C=3C(=NC=NC3C1)N(CCO2)C2CCC1=C2C=NC=C1N)Cl)C(F)(F)F)C